2-(1-(pyrrolidin-3-yl)-7',8'-dihydro-5'H-spiro[piperidine-4,6'-pyrazino[2,3-c]pyridazin]-3'-yl)phenol N1CC(CC1)N1CCC2(NC3=C(N=NC(=C3)C3=C(C=CC=C3)O)NC2)CC1